CC1=C(C=CC2=C1N=CS2)C 4,5-dimethylbenzothiazole